C(#C)C1(CC1)NC(OC(C)(C)C)=O 1-tert-Butyl (1-ethynylcyclopropyl)carbamate